N(=C=O)C(CCCC(=O)N=C=O)=O 1,5-diisocyanatopentane-1,5-dione